(6-(2-(aminomethyl)-7-(4-fluorophenyl)benzofuran-5-yl)-5-fluoropyridin-3-yl)(4,4-difluoropiperidin-1-yl)methanone NCC=1OC2=C(C1)C=C(C=C2C2=CC=C(C=C2)F)C2=C(C=C(C=N2)C(=O)N2CCC(CC2)(F)F)F